FC(C(C(C(F)(F)F)(F)F)(F)F)(S(=O)(=O)O)F perfluorobutane-1-sulfonic acid